bis[2,4-bis(1,1-dimethylpropyl) phenyl] [4-(1,1-dimethylpropyl) phenyl] phosphite P(OC1=C(C=C(C=C1)C(CC)(C)C)C(CC)(C)C)(OC1=C(C=C(C=C1)C(CC)(C)C)C(CC)(C)C)OC1=CC=C(C=C1)C(CC)(C)C